OCC1CN(C1)S(=O)(=O)C=1C=C(C=CC1)C1=CC2=C(C=C(CC=N2)C(=O)NCCC)C=C1 8-[3-[3-(hydroxymethyl)azetidin-1-yl]Sulfonylphenyl]-N-propyl-3H-1-benzazepine-4-carboxamide